2,N-dicyclohexyl-2-[2-(5-methyl-1H-indol-2-yl)-benzimidazol-1-yl]-acetamide C1(CCCCC1)C(C(=O)NC1CCCCC1)N1C(=NC2=C1C=CC=C2)C=2NC1=CC=C(C=C1C2)C